NC1=NC=NN2C1=C(N=C2C2CCOCC2)C2=C(C=C(CC=1C(=C(C(=O)N)C=C(C1)F)OC)C=C2)OC2CC2 (4-(4-amino-7-(tetrahydro-2H-pyran-4-yl)imidazo[5,1-f][1,2,4]triazin-5-yl)-3-cyclopropaneoxybenzyl)-5-fluoro-2-methoxybenzamide